2-(cyclopenta-1,4-dien-1-yl)-4,4,5,5-tetramethyl-1,3,2-dioxaborolan C1(=CCC=C1)B1OC(C(O1)(C)C)(C)C